Cl.C(CCC)C=1OC2=C(N1)C=CC(=C2)OCC(CN)=C(F)F 2-(((2-butylbenzo[d]oxazol-6-yl)-oxy)methyl)-3,3-difluoroprop-2-en-1-amine hydrochloride